1-(3,5-Difluoropyridin-2-yl)-7-methoxy-8-(1-methyl-1H-pyrazol-4-yl)-1,3-dihydro-imidazo[4,5-c]quinolin-2-one FC=1C(=NC=C(C1)F)N1C(NC=2C=NC=3C=C(C(=CC3C21)C=2C=NN(C2)C)OC)=O